6-(2-(2-fluoro-3-(trifluoromethyl)phenyl)acetyl)-2-(1-phenylcyclopropyl)-5,6,7,8-tetrahydropyrido[4,3-d]pyrimidin-4(3H)-one FC1=C(C=CC=C1C(F)(F)F)CC(=O)N1CC2=C(N=C(NC2=O)C2(CC2)C2=CC=CC=C2)CC1